FC(C1=NN=C(S1)C1=CN=C2N1C=C(C=C2N2[C@H]1CC(C[C@@H]2CC1)CO)S(=O)(=O)NC1(CC1)C)F 3-(5-(difluoromethyl)-1,3,4-thiadiazol-2-yl)-8-((1R,3s,5S)-3-(hydroxymethyl)-8-azabicyclo[3.2.1]octan-8-yl)-N-(1-methylcyclopropyl)imidazo[1,2-a]pyridine-6-sulfonamide